C(\C=C/C(=O)O)(=O)N[C@@H](CCC(=O)O)C(=O)O N-maleyl-L-glutamic acid